5-Bromo-1-(fluoromethyl)pyridin-2(1H)-one BrC=1C=CC(N(C1)CF)=O